tert-butyl 3-(4-chloroquinolin-6-yl)-3-methoxypyrrolidine-1-carboxylate ClC1=CC=NC2=CC=C(C=C12)C1(CN(CC1)C(=O)OC(C)(C)C)OC